1,5,7-trimethyl-4-oxo-N-[rac-(1S,2R)-2-phenylcyclopentyl]-4,5-dihydro-1H-pyrrolo[3,2-c]pyridine-3-carboxamide CN1C=C(C=2C(N(C=C(C21)C)C)=O)C(=O)N[C@@H]2[C@H](CCC2)C2=CC=CC=C2 |r|